O1CCN(CC1)CCOC=1C=CC(=NC1)NCC=1C=C2C=CN=C(C2=CC1)N 6-(((5-(2-morpholinoethoxy)pyridin-2-yl)amino)methyl)isoquinolin-1-amine